CC1=CCC(C(C1)(C)C)CO (4,6,6-trimethylcyclohex-3-en-1-yl)methanol